Dichlorophenylpyrazolin ClC1(C=CNN1C1=CC=CC=C1)Cl